1-[2-(1,5-dimethyl-1H-pyrazol-3-yl)acetyl]-4-fluoro-N-{phenyl[4-(propan-2-yl)phenyl]methyl}pyrrolidine-2-carboxamide CN1N=C(C=C1C)CC(=O)N1C(CC(C1)F)C(=O)NC(C1=CC=C(C=C1)C(C)C)C1=CC=CC=C1